nickel aminophenylporphyrin NC=1C(=C2NC1C=C1C=CC(=N1)C=C1C=CC(N1)=CC=1C=CC(N1)=C2)C2=CC=CC=C2.[Ni]